OCC(C(O)CC)CO (2-(hydroxymethyl))-1-ethylpropane-1,3-diol